(R)-3,3-diethyl-5-(2-(4-(4-fluorophenyl)piperazin-1-yl)ethyl)pyrrolidin-2-one C(C)C1(C(N[C@H](C1)CCN1CCN(CC1)C1=CC=C(C=C1)F)=O)CC